ClC1=C(C=C(C(=C1)C1(COC1)OCC1=CC=C(C=C1)F)C)N=CN(C)CC N'-(2-chloro-4-(3-((4-fluorobenzyl)oxy)oxetan-3-yl)-5-methylphenyl)-N-ethyl-N-methylformimidamide